N1-cyclohexyl-N4-((2-fluoropyridin-3-yl)methyl)-N4-((1-(phenylsulfonyl)-1H-indol-3-yl)methyl)butane-1,4-diamine C1(CCCCC1)NCCCCN(CC1=CN(C2=CC=CC=C12)S(=O)(=O)C1=CC=CC=C1)CC=1C(=NC=CC1)F